5-(1-(pyridine-3-sulfonyl)-1,2,5,6-tetrahydropyridin-4-yl)-3-hydroxy-pyridine N1=CC(=CC=C1)S(=O)(=O)N1CC=C(CC1)C=1C=C(C=NC1)O